N-[3,3,3-trifluoro-2-(trifluoromethyl)propyl]-4-{(S)-1,7-diaza-7-spiro[4.4]nonyl}-5-(3,5-difluorophenyl)nicotinamide FC(C(CNC(C1=CN=CC(=C1N1C[C@]2(CCCN2)CC1)C1=CC(=CC(=C1)F)F)=O)C(F)(F)F)(F)F